ClC1=NC(=NC2=CC=C(C=C12)C1=CC(=C(C=C1)CC(=O)N(C)C)OC)C 2-(4-(4-chloro-2-methylquinazolin-6-yl)-2-methoxyphenyl)-N,N-dimethylacetamide